BrCC[C@@H](OC1=CC(=CC=C1)Cl)CBr 1-[(1R)-3-bromo-1-(bromomethyl)propoxy]-3-chloro-benzene